C1(=CC=CC=C1)C(C(=O)N[C@@H](C(=O)NO)CC(C)C)(C)C1=CC=CC=C1 (R)-2-(2,2-diphenylpropionylamino)-N-hydroxy-4-methylpentanamide